(2S,3S)-1-((S)-tert-butylsulfinyl)-3-cyclobutylazepine-2-carboxylic acid C(C)(C)(C)[S@](=O)N1C(=C(C=CC=C1)C1CCC1)C(=O)O